N-(2-ethoxycarbonyl)ethyl-3-aminopropylmethyldiethoxysilane CCOC(=O)CCNCCC[Si](OCC)(OCC)C